N-[2-(4-formylcyclohexyl)-6-methoxy-3-methyl-indazol-5-yl]-6-(trifluoromethyl)pyridine-2-carboxamide C(=O)C1CCC(CC1)N1N=C2C=C(C(=CC2=C1C)NC(=O)C1=NC(=CC=C1)C(F)(F)F)OC